6-[3-[[4-(4-cyclohexyl-1-hydroxybutyl)-1H-imidazole-1-yl]methyl]-7-oxabicyclo[2.2.1]hept-2-yl]-4-hexenoic acid C1(CCCCC1)CCCC(O)C=1N=CN(C1)CC1C(C2CCC1O2)CC=CCCC(=O)O